NC1=C2N=C(N(C2=NC(=N1)OCC)CC1=C(C=C(C=C1)CN1CCC(CC1)N)OC)O 6-amino-9-(4-((4-aminopiperidin-1-yl)methyl)-2-methoxybenzyl)-2-ethoxy-9H-purin-8-ol